tert-butyl (S)-2-(4-(2,4-difluorobenzoyl)piperazin-1-carbonyl)pyrrolidin-1-carboxylate Tert-butyl-(S)-2-(piperazin-1-carbonyl)pyrrolidin-1-carboxylate C(C)(C)(C)OC(=O)N1[C@@H](CCC1)C(=O)N1CCNCC1.FC1=C(C(=O)N2CCN(CC2)C(=O)[C@H]2N(CCC2)C(=O)OC(C)(C)C)C=CC(=C1)F